CN1[C@@H](CCC1)COC1=NC(=CC(=N1)N1CCN(CC1)C(=O)OCC1=CC=CC=C1)C(NC1=C2C=NN(C2=CC=C1)C1OCCCC1)=O benzyl 4-[2-[[(2S)-1-methylpyrrolidin-2-yl]methoxy]-6-[(1-tetrahydropyran-2-ylindazol-4-yl)carbamoyl]pyrimidin-4-yl]piperazine-1-carboxylate